C(C)[N+](CC)(CCCCCCCCCCCCCC)[O-] N,N-diethyltetradecylamine N-oxide